C1(CC1)CN1C(C2=C(CC1)N=C(S2)COC2=CC=CC=C2)=O (cyclopropylmethyl)-6,7-dihydro-2-(phenoxymethyl)-thiazolo[5,4-c]pyridin-4(5H)-one